NC1=C(C=C(C=N1)[C@@H](CO)O)OC(C)C1=C(C(=CC=C1Cl)F)Cl (S)-1-{6-amino-5-[1-(2,6-dichloro-3-fluoro-phenyl)-ethoxy]-pyridin-3-yl}-ethane-1,2-diol